ClC1=CC(=C(C=C1)[C@@]1(OC2=C(C=CC=C2C=C1)C1CCN(CC1)CC1=NC=2C(=NC(=CC2)C(=O)OC)N1C[C@H]1OCC1)C)F methyl 2-((4-((R)-2-(4-chloro-2-Fluorophenyl)-2-methyl-2H-chromen-8-yl)piperidin-1-yl)methyl)-3-(((S)-oxetan-2-yl)methyl)-3H-imidazo[4,5-b]pyridine-5-carboxylate